COC([C@@H](CC=1C(=NC(=CC1)Cl)Cl)N)=O (R)-2-amino-3-(2,6-dichloropyridin-3-yl)propanoic acid methyl ester